COC1=C(C2=CC=CC=C2C=C1[N+](=O)[O-])C1=C(C=CC2=CC=CC=C12)OC 2,2'-dimethoxy-3-nitro-1,1'-binaphthyl